(4-phenylthiophen-2-yl)(3,4,5-trimethoxyphenyl)methanone C1(=CC=CC=C1)C=1C=C(SC1)C(=O)C1=CC(=C(C(=C1)OC)OC)OC